C[C@H]1CN(CCC1)C1=NOC(=N1)[C@H](C)NC(OC(C)(C)C)=O tert-butyl ((S)-1-(3-((R)-3-methylpiperidin-1-yl)-1,2,4-oxadiazol-5-yl)ethyl)carbamate